C(C)(C)(C)OC(=O)N1[C@H](C[C@@H](C1)N1N=C(C(=C1N(C)C(=O)OC(C)(C)C)C#N)Br)COC (2R,4S)-4-(3-bromo-5-((tert-butoxycarbonyl)(methyl)amino)-4-cyano-1H-pyrazol-1-yl)-2-(methoxymethyl)pyrrolidine-1-carboxylic acid tert-butyl ester